tert-butyl (5-((2-methoxyethyl)carbamoyl)benzo[d]oxazol-2-yl)carbamate COCCNC(=O)C=1C=CC2=C(N=C(O2)NC(OC(C)(C)C)=O)C1